4-(4-chloro-2-methylphenoxy)butylacrylic acid ClC1=CC(=C(OCCCCC(C(=O)O)=C)C=C1)C